ClC=1C=C(C=CC1)C1(CC1)C=1NC(C=2CN(CCCC2N1)C([C@H](O)C=1C=C(C=CC1)C1=CC(=CC=C1)F)=O)=O (R)-2-(1-(3-chlorophenyl)cyclopropyl)-6-(2-(3'-fluoro-[1,1'-biphenyl]-3-yl)-2-hydroxyacetyl)-3,5,6,7,8,9-hexahydro-4H-pyrimido[5,4-c]azepin-4-one